OC=1C=C([C@H]2OC3=CC(=CC(=C3C(C2)=O)O)O)C=CC1O (2S)-3',4',5,7-tetrahydroxyflavan-4-one